ClC=1C=C(C=2N(N1)C=CN2)[C@@H]2[C@H](C2)C2=CC(=C(C#N)C(=C2)F)F 4-((1S,2S)-2-(6-chloroimidazo[1,2-b]pyridazin-8-yl)cyclopropyl)-2,6-difluorobenzonitrile